7-(bromomethyl)-8-fluoro-5-methyl-3-((6-methylpyridin-2-yl)methyl)-3,5-dihydro-4H-pyridazino[4,5-b]indol-4-one BrCC=1C(=CC=2C3=C(N(C2C1)C)C(N(N=C3)CC3=NC(=CC=C3)C)=O)F